N1(N=CN=C1)C1C(CCCCC1)O 2-(1H-1,2,4-triazol-1-yl)-cycloheptanol